(2-phenyl-2-(2,4,6-trimethoxyphenyl)ethyl)(p-fluorophenyl)selenane C1(=CC=CC=C1)C(CC1([Se]CCCC1)C1=CC=C(C=C1)F)C1=C(C=C(C=C1OC)OC)OC